ethyl (s)-2-(2-oxopropoxy)propanoate O=C(CO[C@H](C(=O)OCC)C)C